glutamine L-(+)-Lactate C([C@@H](O)C)(=O)O.N[C@@H](CCC(N)=O)C(=O)O